2-Carboxy-7-((3'-(dimethylammonio)-[1,1'-biphenyl]-2-yl)oxy)-1,2,3,4-tetrahydronaphthalene-2-aminium chloride [Cl-].C(=O)(O)C1(CC2=CC(=CC=C2CC1)OC1=C(C=CC=C1)C1=CC(=CC=C1)[NH+](C)C)[NH3+].[Cl-]